C(C)OC(=O)C=1N=CN(C1)CC=1C=NC(=C(C1)F)C1CCC(CC1)(F)F.FC1(CCC(CC1)C1=C(C=C(C=N1)CN1C=NC(=C1)C(=O)O)F)F 1-((6-(4,4-difluorocyclohexyl)-5-fluoropyridin-3-yl)methyl)-1H-imidazole-4-carboxylic acid Ethyl-1-[[6-(4,4-difluorocyclohexyl)-5-fluoropyridin-3-yl]methyl]imidazole-4-carboxylate